ClC=1C=C(C=CC1)N1CC2(CC1)CCN(CC2)C2=C(C(N(C1=CC(=CC=C21)N(C)CCOC)C)=O)C#N 4-[2-(3-chlorophenyl)-2,8-diazaspiro[4.5]dec-8-yl]-7-[(2-methoxyethyl)(methyl)amino]-1-methyl-2-oxo-1,2-dihydroquinoline-3-carbonitrile